Isopropyl 5-chloro-2-((pyrazolo[1,5-a]pyrimidine-3-carboxamido)methyl)benzofuran-7-carboxylate ClC=1C=C(C2=C(C=C(O2)CNC(=O)C=2C=NN3C2N=CC=C3)C1)C(=O)OC(C)C